ClC1=C(C=NN(C1=O)C)N[C@@H]1C[C@@H](CN(C1)C)C1=CC=C(C(=O)N2CC(C2)C=2C=C(C=CC2)C2C(NC(CC2)=O)=O)C=C1 3-[3-[1-[4-[(3R,5R)-5-[(5-chloro-1-methyl-6-oxo-pyridazin-4-yl)amino]-1-methyl-3-piperidyl]benzoyl]azetidin-3-yl]phenyl]piperidine-2,6-dione